hydroxyiminocyanoacetate ON=C(C(=O)[O-])C#N